[Si](C)(C)(C(C)(C)C)OCC=1C=NC(=NC1)N1CCC(CC1)CCCOC1=CC(=C(C=C1)CC(=O)O)F 2-(4-(3-(1-(5-(((tert-butyldimethylsilyl)oxy)methyl)pyrimidin-2-yl)piperidin-4-yl)propoxy)-2-fluorophenyl)acetic acid